C(CCC)C(=O)O.C(=O)OCCCC butyl formate (butyl formate)